5-(3'-chloro-6-fluoro-4'-methoxy-4-nitro-[1,1'-biphenyl]-2-yl)-2-trityl-2H-tetrazole ClC=1C=C(C=CC1OC)C1=C(C=C(C=C1F)[N+](=O)[O-])C=1N=NN(N1)C(C1=CC=CC=C1)(C1=CC=CC=C1)C1=CC=CC=C1